CC1=C(C(=O)[PH2]=O)C(=CC(=C1)C)C 2,4,6-trimethylbenzoyl-phosphine oxide